FC1=CC=C(C=C1)C1COC2=C1C=C(C=C2C(=O)NC)C(=O)N 3-(4-fluorophenyl)-N7-methyl-2,3-dihydrobenzofuran-5,7-dicarboxamide